ClC1=CC2=C(NC(O[C@@]2(C(C)(F)F)C#CC2CC2)=O)C=C1CN1C=NC(=CC1=O)OC (S)-6-chloro-4-(cyclopropylethynyl)-4-(1,1-difluoroethyl)-7-((4-methoxy-6-oxopyrimidin-1(6H)-yl)methyl)-1,4-dihydro-2H-benzo[d][1,3]oxazin-2-one